OCCCCCCCCCC(=O)OC(CC(CCCCCCCCC)O)=O hydroxydecanoyl-β-hydroxydodecanoate